(2R,3R,4R,5S)-3-benzyloxy-2-((benzyloxy)methyl)-4,5-dimethoxytetrahydrofuran C(C1=CC=CC=C1)O[C@@H]1[C@H](O[C@@H]([C@@H]1OC)OC)COCC1=CC=CC=C1